(4-tert-butylphenyl)thiazole-5-carbaldehyde C(C)(C)(C)C1=CC=C(C=C1)C=1SC(=CN1)C=O